C(CC)N(CCC)[Si](C1=CC=C(C=C1)C=C)(C)C (dipropylamino)dimethyl-(4-vinylphenyl)silane